[Si](C)(C)(C(C)(C)C)OCCN ((tert-butyldimethylsilyl)oxy)ethylamine